1-(7-amino-2-azaspiro[5.5]undecan-2-yl)-2-(3-isopropyl-2-(2-methylpyridin-4-yl)-1H-indol-5-yl)propan-1-one NC1C2(CCCN(C2)C(C(C)C=2C=C3C(=C(NC3=CC2)C2=CC(=NC=C2)C)C(C)C)=O)CCCC1